F[C@@H]1[C@@H]([C@@H](NC1=O)COC1=NC=CC2=CC=C(C=C12)OC)C 1-{[(2R,3R,4R)-4-fluoro-3-methyl-5-oxopyrrolidin-2-yl]methoxy}-7-methoxyisoquinoline